3,3'-((2,2'-dimethyl-[1,1'-biphenyl]-3,3'-diyl)bis(oxy))bis(N-(2-(pyridin-3-yl)ethyl)propan-1-amine) CC1=C(C=CC=C1OCCCNCCC=1C=NC=CC1)C1=C(C(=CC=C1)OCCCNCCC=1C=NC=CC1)C